O=C1NC(CCC1N1C(C2=CC=CC(=C2C1)SCCOCCOCCOCCOCC(=O)N)=O)=O 14-((2-(2,6-dioxopiperidin-3-yl)-1-oxoisoindolin-4-yl)sulfanyl)-3,6,9,12-tetraoxatetradecane-1-amide